BrC1=CC2=C(NC(N(C2=O)CCNC(OC(C)(C)C)=O)=O)N=C1 tert-butyl (2-(6-bromo-2,4-dioxo-1,4-dihydropyrido[2,3-d]pyrimidin-3(2H)-yl)ethyl)carbamate